FC(C1=NSC(=N1)C=1C=NN2C1C=C(C=C2N2CCC1(COC1)CC2)S(=O)(=O)NC2(CC2)C)F 3-(3-(difluoromethyl)-1,2,4-thiadiazol-5-yl)-N-(1-methylcyclopropyl)-7-(2-oxa-7-azaspiro[3.5]nonan-7-yl)pyrazolo[1,5-a]pyridine-5-sulfonamide